(N-[4-Amino-5-[4-[2-oxo-2-(2,2,2-trifluoroethylamino)ethoxy]benzoyl]thiazol-2-yl]-4-fluoroanilino)propanamid NC=1N=C(SC1C(C1=CC=C(C=C1)OCC(NCC(F)(F)F)=O)=O)N(C1=CC=C(C=C1)F)C(C(=O)N)C